N1(CCC1)CC(C(=O)N1CC2(C1)CCC(CC2)C(C(F)(F)F)NC2=CC=C(C=C2)C2=CC1=C(N=CN=C1N1CCOCC1)N2)=C 2-(azetidin-1-ylmethyl)-1-(7-(2,2,2-trifluoro-1-((4-(4-morpholino-7H-pyrrolo[2,3-d]pyrimidin-6-yl)phenyl)amino)ethyl)-2-azaspiro[3.5]nonan-2-yl)prop-2-en-1-one